para-n-butyl-styrene tert-butyl-(2R)-2-methyl-4-[4-({3-methyl-4-[(1-methyl-1,3-benzodiazol-5-yl)oxy]phenyl}amino)quinazolin-6-yl]piperazine-1-carboxylate C(C)(C)(C)OC(=O)N1[C@@H](CN(CC1)C=1C=C2C(=NC=NC2=CC1)NC1=CC(=C(C=C1)OC1=CC2=C(N(C=N2)C)C=C1)C)C.C(CCC)C1=CC=C(C=C)C=C1